2-allyl-1,3-benzothiazole C(C=C)C=1SC2=C(N1)C=CC=C2